4-4-Bromophenyl-N-phenylcarbazole BrC1=CC=C(C=C1)C1=CC=CC=2N(C3=CC=CC=C3C12)C1=CC=CC=C1